BrC1=C2N=CC=NC2=CC=C1F 5-bromo-6-fluoro-quinoxaline